N-[(3R)-7-(5-tert-butyl-1,3,4-oxadiazol-2-yl)-8-fluoro-4-oxo-3,5-dihydro-2H-1,5-benzothiazepine-3-Yl]carbamic acid tert-butyl ester C(C)(C)(C)OC(N[C@H]1CSC2=C(NC1=O)C=C(C(=C2)F)C=2OC(=NN2)C(C)(C)C)=O